(S)-2-((4-((6-((2-Chloro-4-cyclopropylphenoxy)methyl)pyridin-2-yl)methyl)piperidin-1-yl)methyl)-1-(oxetan-2-ylmethyl)-1H-benzo[d]imidazole-6-carboxylic acid ClC1=C(OCC2=CC=CC(=N2)CC2CCN(CC2)CC2=NC3=C(N2C[C@H]2OCC2)C=C(C=C3)C(=O)O)C=CC(=C1)C1CC1